FC=1C(=CC(=C2C=C(NC12)C(=O)N1CCN(CC1)C=1C(=NC=C(C1)F)OC)B1OC(C(O1)(C)C)(C)C)C1=CCCN(C1)C(C)=O 1-(5-(7-Fluoro-2-(4-(5-fluoro-2-methoxypyridin-3-yl)piperazine-1-carbonyl)-4-(4,4,5,5-tetramethyl-1,3,2-dioxaborolan-2-yl)-1H-indol-6-yl)-3,6-dihydropyridin-1(2H)-yl)ethan-1-one